C(C)(=O)N1C(/C(/NC(C1)=O)=C/C=1N=CN(C1C(C)C)CC1=CC=CC=C1)=O (Z)-1-acetyl-3-((5-isopropyl-1-benzylimidazol-4-yl)methylene)piperazine-2,5-dione